4-{4-[(Z)-(2,4-dioxothiazolidine-5-ylidene)methyl]phenoxy}piperidine-1-carboxamide O=C1S\C(\C(N1)=O)=C/C1=CC=C(OC2CCN(CC2)C(=O)N)C=C1